lithium (1+) alumanuide [AlH4-].[Li+]